ClC1=C(C=2C(=NC=C(C2)C=2C(=NN(C2)C2CCN(CC2)C)OC)N1S(=O)(=O)C1=CC=C(C)C=C1)C1=CC(=CC=C1)F 2-chloro-3-(3-fluorophenyl)-5-(3-methoxy-1-(1-methylpiperidin-4-yl)-1H-pyrazol-4-yl)-1-tosyl-1H-pyrrolo[2,3-b]pyridine